3-(4-(aminomethyl)-4-methylpiperidin-1-yl)-6-(2,3-dichlorophenyl)pyrazin-2(1H)-one NCC1(CCN(CC1)C=1C(NC(=CN1)C1=C(C(=CC=C1)Cl)Cl)=O)C